OCCNC(C1=CC(=CC=C1)B1OC(C(O1)(C)C)(C)C)=O N-(2-hydroxyethyl)-3-(4,4,5,5-tetramethyl-1,3,2-dioxaborolan-2-yl)benzamide